BrC1=CNC2=C(C=CC=C12)N1C(CN(CC1)C)=O 1-(3-bromo-1H-indol-7-yl)-4-methyl-piperazin-2-one